tert-butyl 4-(4-(4-amino-3-(4-(5-fluoro-2-methoxybenzamido)methylphenyl)-1H-pyrazolo[4,3-c]pyridin-1-yl)phenyl)piperazine-1-carboxylate NC1=NC=CC2=C1C(=NN2C2=CC=C(C=C2)N2CCN(CC2)C(=O)OC(C)(C)C)C2=CC=C(C=C2)CNC(C2=C(C=CC(=C2)F)OC)=O